C(C)(C)(C)C1(C(C)(C)OOC(C)(C)C2(CC(=CC=C2)C(C)(C)C)C(C)(C)C)CC(=CC=C1)C(C)(C)C 1,3-di-t-butylcumyl peroxide